C1(CC1)C(CCN1CC2OC=3C=C(N=C(NS(C=4C=CC=C(NC(C(C1)C2)=O)N4)(=O)=O)N3)C3=C(C=CC=C3C)C)(C)C 5-(3-cyclopropyl-3-methylbutyl)-19-(2,6-dimethylphenyl)-2-oxa-15λ6-thia-5,9,16,18,21,22-hexaazatetracyclo[15.3.1.13,7.110,14]tricosa-1(21),10,12,14(22),17,19-hexaene-8,15,15-trione